2'''-((2S,2'S,5S,5'S,8S,8'S)-ethane-1,2-diylbis(2,5,8-triethyl-1,4,7-triazonane-7,1,4-triyl))tetraacetic acid C(CN1C[C@@H](N(C[C@@H](N(C[C@@H]1CC)CC(=O)O)CC)CC(=O)O)CC)N1C[C@@H](N(C[C@@H](N(C[C@@H]1CC)CC(=O)O)CC)CC(=O)O)CC